Methyl 6-isopropyl-3-oxo-2-(4-(trifluoromethyl)phenyl)-2,3,4,5-tetrahydropyridazine-4-carboxylate C(C)(C)C=1CC(C(N(N1)C1=CC=C(C=C1)C(F)(F)F)=O)C(=O)OC